OCC=1C=CC=2C(=NOC2C(=O)NC=2SC(=NN2)SC)C1 6-(hydroxymethyl)-N-(5-(methylthio)-1,3,4-thiadiazol-2-yl)benzo[c]isoxazole-3-carboxamide